N-vinylbenzyl-aminoethyl-γ-aminopropyltriethoxysilane hydrochloride Cl.C(=C)NCCC[Si](OC(C)(CCN)CC1=CC=CC=C1)(OCC)OCC